8-fluoro-6-(1-((5-methoxy-1-methyl-1H-pyrazol-4-yl)sulfonyl)piperidin-4-yl)-7-methyl-[1,2,4]triazolo[1,5-a]pyridine FC=1C=2N(C=C(C1C)C1CCN(CC1)S(=O)(=O)C=1C=NN(C1OC)C)N=CN2